4-(5-bromopyridin-2-yl)oxacyclohexane-4-carboxylic acid methyl ester COC(=O)C1(CCOCC1)C1=NC=C(C=C1)Br